CCONCCS(=O)(=O)O N-(β-ethoxy)taurine